(R)-N-(5-((4-(3-(3,5-difluorophenyl)isoxazolidin-2-yl)pyridin-2-yl)amino)-4-methyl-oxy-2-(4-methylpiperazin-1-yl)phenyl)acrylamide FC=1C=C(C=C(C1)F)[C@@H]1N(OCC1)C1=CC(=NC=C1)NC=1C(=CC(=C(C1)NC(C=C)=O)N1CCN(CC1)C)OC